CC=1C=CC=C2C(NC(=NC12)CSC1CCN(CC1)C(CCC1=NC=CC=C1)=O)=O 8-Methyl-2-(((1-(3-(pyridin-2-yl)propanoyl)piperidin-4-yl)thio)methyl)quinazolin-4(3H)-one